1-(4-fluorophenyl)-2-oxopiperidine-3-carboxylic acid FC1=CC=C(C=C1)N1C(C(CCC1)C(=O)O)=O